3-(4-(tert-butyl)phenyl)-1,4,2-dioxazole C(C)(C)(C)C1=CC=C(C=C1)C1=NOCO1